2-((4-(2-(4-chloro-2-fluorophenyl)-2H-benzo[b][1,4]oxazin-8-yl)piperidin-1-yl)methyl)-1-(((S)-oxetan-2-yl)methyl)-1H-benzo[d]imidazole-6-carboxylic acid ClC1=CC(=C(C=C1)C1C=NC2=C(O1)C(=CC=C2)C2CCN(CC2)CC2=NC1=C(N2C[C@H]2OCC2)C=C(C=C1)C(=O)O)F